(R)-1-ethyl-N-(5-(5-ethyl-1,2,4-oxadiazol-3-yl)-2,3-dihydro-1H-inden-1-yl)-6-oxo-1,6-dihydropyridine-3-carboxamide C(C)N1C=C(C=CC1=O)C(=O)N[C@@H]1CCC2=CC(=CC=C12)C1=NOC(=N1)CC